C(CCCCCCCCC)(=O)NNC(=O)C=1C(N(C2=CC=C(C=C2C1O)Br)CC)=O N'-decanoyl-6-bromo-1-ethyl-4-hydroxy-2-oxo-1,2-dihydro-quinoline-3-carbohydrazide